2-(9-(3-aminopropyl)-3,9-diazaspiro[5.5]undecan-3-yl)propane-1,3-diyl bis(2-heptylnonanoate) C(CCCCCC)C(C(=O)OCC(COC(C(CCCCCCC)CCCCCCC)=O)N1CCC2(CC1)CCN(CC2)CCCN)CCCCCCC